BrC1=NN(C2=C1N=CN(C2=O)CC(=O)OC(C)(C)C)CC tert-butyl 2-(3-bromo-1-ethyl-7-oxo-1,7-dihydro-6H-pyrazolo[4,3-d]pyrimidin-6-yl)acetate